1-((2S,3S)-3-hydroxybutan-2-yl)-3-methyl-1H-pyrazol O[C@H]([C@H](C)N1N=C(C=C1)C)C